C1(CC1)C#CC1=NN=C(S1)NC(=O)C=1C=NC(=CC1C1=CC(=NC=C1OC)C(F)F)C#CC1CCOCC1 N-(5-(cyclopropylethynyl)-1,3,4-thiadiazol-2-yl)-2'-(difluoromethyl)-5'-methoxy-6-((tetrahydro-2H-pyran-4-yl)ethynyl)-[4,4'-bipyridine]-3-carboxamide